C(N)(=O)C=1N=C2C(=NC1N1CCC(CC1)(C)NC(OC(C)(C)C)=O)N(N=C2C2=C(C(=CC=C2)Cl)F)CC2=CC=C(C=C2)OC tert-butyl (1-(5-carbamoyl-3-(3-chloro-2-fluorophenyl)-1-(4-methoxybenzyl)-1H-pyrazolo[3,4-b]pyrazin-6-yl)-4-methylpiperidin-4-yl)carbamate